5-(tert-butyl)-3-methyl-1,2-phenylene dicarbamate C(N)(OC1=C(C(=CC(=C1)C(C)(C)C)C)OC(N)=O)=O